FC(C1=CN=CC(=N1)NC(=O)[C@H]1N([C@@H]2C[C@@H]2C1)C(=O)OC(C)(C)C)(F)F (1R,3S,5R)-tert-butyl 3-((6-(trifluoromethyl)pyrazin-2-yl)carbamoyl)-2-azabicyclo[3.1.0]hexane-2-carboxylate